CC1=NC(=CC(=C1)C1=CC2=NC=3CN(CCC3C=C2N1C(=O)OC(C)(C)C)C(=O)OC(C)(C)C)C Di-tert-butyl 2-(2,6-dimethylpyridin-4-yl)-7,8-dihydro-1H-pyrrolo[3,2-b][1,7]naphthyridine-1,6(5H)-dicarboxylate